(R)-N-(1-(3-amino-5-(trifluoromethyl)phenyl)ethyl)-7-(4-methylpiperazin-1-yl)imidazo[1,2-a]quinazolin-5-amine NC=1C=C(C=C(C1)C(F)(F)F)[C@@H](C)NC1=NC=2N(C3=CC=C(C=C13)N1CCN(CC1)C)C=CN2